(R)-2-(6-(2-(2,3-dichlorobenzyl)-2H-tetrazol-5-yl)pyridin-2-yl)-2-hydroxypropane-1-sulfonamide ClC1=C(CN2N=C(N=N2)C2=CC=CC(=N2)[C@@](CS(=O)(=O)N)(C)O)C=CC=C1Cl